COC1=C(C(=O)N(C2CCOCC2)C)C=CC=C1 2-methoxy-N-methyl-N-(tetrahydro-2H-pyran-4-yl)benzamide